C1(CC1)NC(C(C)N1CC(CCC1)C=O)=O N-CYCLOPROPYL-2-(3-FORMYLPIPERIDIN-1-YL)PROPANAMIDE